N-((S)-1-(((S)-1,1-bis(4-ethoxyphenyl)propan-2-yl)amino)-4-methyl-1-oxopentan-2-yl)-3-hydroxy-4-methoxypicolinamide C(C)OC1=CC=C(C=C1)C([C@H](C)NC([C@H](CC(C)C)NC(C1=NC=CC(=C1O)OC)=O)=O)C1=CC=C(C=C1)OCC